N(=[N+]=[N-])N(C(=O)C)C(=O)[C@@H](O)[C@@H](O)[C@H](O)[C@H](O)CO N-azidoacetaminomannose